CS(=O)(=O)C[C@@H]1[C@H](N(C1)C=1C=CC(=C2C=C(N=CC12)NC1=NC(=NC=C1)N1CCC(CC1)OC)C(C)C)C (3R,4S)-1-[4-({8-[(2R,3S)-3-(methanesulfonylmeth-yl)-2-methylazetidin-1-yl]-5-(propan-2-yl)isoquinolin-3-yl}amino)pyrimidin-2-yl]-4-methoxypiperidine